N-(thiazol-5-ylmethyl)-acetamide S1C=NC=C1CNC(C)=O